C(C1=CC=CC=C1)OCC1(CC1)NC(CC=1C(N(N=C(C1CO)Cl)C)=O)=O N-(1-((benzyloxy)methyl)cyclopropyl)-2-(6-chloro-5-(hydroxymethyl)-2-methyl-3-oxo-2,3-dihydropyridazin-4-yl)acetamide